NC=1NC(C=2N(C(N(C2N1)[C@@H]1O[C@@H](C[C@H]1O)CO)=O)CC1=C(C(=O)O)C=CC=C1)=O ((2-amino-9-((2R,3R,5S)-3-hydroxy-5-(hydroxymethyl)tetrahydrofuran-2-yl)-6,8-dioxo-1,6,8,9-tetrahydro-7H-purin-7-yl)methyl)benzoic acid